(S)-1-cyclohexyl-3-(7-((1-phenylethyl)amino)quinazolin-2-yl)urea C1(CCCCC1)NC(=O)NC1=NC2=CC(=CC=C2C=N1)N[C@@H](C)C1=CC=CC=C1